FC=1C=C(C=CC1N1CCC(CC1)C=1C=NC(=C(C1C)F)O)C1C(NC(CC1)=O)=O 3-[3-Fluoro-4-[4-(5-fluoro-6-hydroxy-4-methyl-3-pyridyl)-1-piperidyl]phenyl]piperidine-2,6-dione